COC(=O)C=1C=C2CCCC2=C(C1N)[N+](=O)[O-] 6-amino-7-nitro-2,3-dihydro-1H-indene-5-carboxylic acid methyl ester